N-(isothiazol-5-yl)-4-(2-(o-tolylsulfonyl)propan-2-yl)piperidine-1-carboxamide S1N=CC=C1NC(=O)N1CCC(CC1)C(C)(C)S(=O)(=O)C1=C(C=CC=C1)C